methyl (S,E)-(7-(dimethylamino)-1-((1-((7-(2-methylprop-1-en-1-yl)-1H-pyrrolo[3,2-b]pyridin-2-yl)methyl)-2-oxo-1,2-dihydropyridin-3-yl)amino)-1,7-dioxohept-5-en-2-yl)carbamate CN(C(/C=C/CC[C@@H](C(=O)NC=1C(N(C=CC1)CC1=CC2=NC=CC(=C2N1)C=C(C)C)=O)NC(OC)=O)=O)C